Cl.CS(=O)(=O)C1=CCC(CC1)N 4-(methylsulfonyl)cyclohex-3-en-1-amine hydrochloride